6-isopropyl-5-(8-methoxy-[1,2,4]triazolo[1,5-a]pyridin-6-yl)-1-(4-thiomorpholinocyclohexyl)-1,3-dihydro-2H-benzo[d]imidazol-2-one C(C)(C)C=1C(=CC2=C(N(C(N2)=O)C2CCC(CC2)N2CCSCC2)C1)C=1C=C(C=2N(C1)N=CN2)OC